2-[5-(2-oxoethyl)-2-(trifluoromethoxy)phenyl]acetic acid O=CCC=1C=CC(=C(C1)CC(=O)O)OC(F)(F)F